CN1C(=NN=C1)C[C@@H](C)C=1C=C(C=CC1)N1CC2=C(C=C(C=C2C1=O)N[C@@H]1CN(CC1)C(=O)OC(C)(C)C)C(F)(F)F tert-butyl (S)-3-((2-(3-((R)-1-(4-methyl-4H-1,2,4-triazol-3-yl)propan-2-yl)phenyl)-3-oxo-7-(trifluoromethyl)isoindolin-5-yl)amino)pyrrolidine-1-carboxylate